O1C[C@@H](OC2=NC=CC=C21)C2=CC=C(CN1CCC(CC1)NC(CO)=O)C=C2 N-(1-{4-[(3S)-2,3-dihydro[1,4]dioxino[2,3-b]pyridin-3-yl]benzyl}piperidin-4-yl)-2-hydroxyacetamide